C1(CCC1)N1CC(C1)C=1C=C(C=CC1)C=1N=NNC1 4-(3-(1-cyclobutylazetidin-3-yl)phenyl)-1H-1,2,3-triazol